FC([C@@H](C1=CC=C(C=C1)F)N1N=CC(=C1)C1=NC(=NC=C1F)C1=CC=2N(C=C1F)N=C(N2)N)(C)F (R)-7-(4-(1-(2,2-difluoro-1-(4-fluorophenyl)propyl)-1H-pyrazol-4-yl)-5-fluoropyrimidin-2-yl)-6-fluoro-[1,2,4]triazolo[1,5-a]pyridin-2-amine